ClC=1C=C(C=C(C1OC=1C=C2CCN(C(C2=CC1)=O)CC)Cl)N1C(=NOC1=O)C(=O)N (3,5-dichloro-4-((2-ethyl-1-oxo-1,2,3,4-tetrahydroisoquinolin-6-yl)oxy)phenyl)-5-oxo-4,5-dihydro-1,2,4-oxadiazole-3-carboxamide